N(=NC(C(=O)NCCO)(C)C)C(C(=O)NCCO)(C)C 2,2'-azobis(2-methyl-N-2-hydroxyethyl-propionamide)